N1C(OCC2=C1C=CC=C2)=O 1,4-dihydro-2H-benzo[d][1,3]oxazin-2-one